CN1CCN(CC1)C1=CC=C(C=N1)C=1C=C2C(=NC1)NC=C2C2=CC1=C(C(NCCO1)=O)C=C2 8-(5-(6-(4-methylpiperazin-1-yl)pyridin-3-yl)-1H-pyrrolo[2,3-b]pyridin-3-yl)-3,4-dihydrobenzo[f][1,4]oxazepin-5(2H)-one